NC1=C(C=2C(=NC(=C(C2)C)Br)N1C1=C(C(=C(C=C1C)Cl)OC)C)C#N 2-amino-6-bromo-1-(4-chloro-3-methoxy-2,6-dimethylphenyl)-5-methyl-1H-pyrrolo[2,3-b]pyridine-3-carbonitrile